(S)-(1-(3-methyl-5-(1-oxo-2,3-dihydro-1H-inden-5-yl)thiophene-2-carbonyl)pyrrolidin-3-yl)carbamate CC1=C(SC(=C1)C=1C=C2CCC(C2=CC1)=O)C(=O)N1C[C@H](CC1)NC([O-])=O